1-(2-chlorophenyl)-6-methyl-4-oxo-N-(pyridin-2-yl)-1,4-dihydropyridazine-3-carboxamide ClC1=C(C=CC=C1)N1N=C(C(C=C1C)=O)C(=O)NC1=NC=CC=C1